N-(2-(6-methyl-1H-indol-3-yl)ethyl)pentanamide CC1=CC=C2C(=CNC2=C1)CCNC(CCCC)=O